butyl-amine C(CCC)N